S1C(=CC=C1)C1=CC=2NC(=C(C2S1)C=1SC=CC1)N 2,6-di(thiophene-2-yl)-4H-thieno[3,2-b]pyrrole-5-amine